C1OCC12CN(C2)CCN2C(C(=C(C1=CC(=CN=C21)C2=CC=C(C=C2)F)O)C(=O)NC2CC1(CC1)C2)=O 1-(2-(2-oxa-6-azaspiro[3.3]heptan-6-yl)ethyl)-6-(4-fluorophenyl)-4-hydroxy-2-oxo-N-(spiro[2.3]hexan-5-yl)-1,2-dihydro-1,8-naphthyridine-3-carboxamide